CN1N=CC(=C1)COCC1=NC(=CC(=N1)N1CCOCC1)N1N=C(C=C1)C1=CC=CC=C1 4-(2-(((1-methyl-1H-pyrazol-4-yl)methoxy)methyl)-6-(3-phenyl-1H-pyrazol-1-yl)pyrimidin-4-yl)morpholine